FC(C=1C=C(C=C(C1)C(F)(F)F)[B-](C1=CC(=CC(=C1)C(F)(F)F)C(F)(F)F)(C1=CC(=CC(=C1)C(F)(F)F)C(F)(F)F)C1=CC(=CC(=C1)C(F)(F)F)C(F)(F)F)(F)F tetrakis(3,5-di(trifluoromethyl)phenyl)borate